(5Z)-5-(1,3-Benzothiazol-6-ylmethylene)-2-[[(1R)-1-(hydroxymethyl)-3-methyl-butyl]amino]-3-methyl-imidazol-4-one S1C=NC2=C1C=C(C=C2)\C=C/2\C(N(C(=N2)N[C@H](CC(C)C)CO)C)=O